FC1([C@@H]2CC=3C(=NNC3C[C@@]21C)C(=O)OCC)F ethyl (4aR,5aS)-5,5-difluoro-5a-methyl-1,4,4a,5,5a,6-hexahydrocyclopropa[f]indazole-3-carboxylate